C(#N)C1=C(C(=O)OC)C(=CC(=C1)F)F Methyl 2-cyano-4,6-difluorobenzoate